CC1=CC=C(C=C1)S(=O)(=O)O[C@H](C)CCO[Si](C)(C)C(C)(C)C (R)-4-((tert-butyldimethylsilyl)oxy)butane-2-yl 4-methylbenzenesulfonate